N1C=NC=2CN(CCC21)C(=O)OC(C)(C)C Tert-Butyl 1H,4H,5H,6H,7H-imidazo[4,5-c]pyridine-5-carboxylate